C[C@@H]1CN(CC[C@@H]1N)S(=O)(=O)C (3R,4S)-3-Methyl-1-methyl-sulfonylpiperidin-4-amine